oxazol-5-ylmethyl (4-(1-acetylpiperidin-4-yl)phenyl)carbamate C(C)(=O)N1CCC(CC1)C1=CC=C(C=C1)NC(OCC1=CN=CO1)=O